C(C#CC)N1C=CC2=C1N=C(C=C2C(=O)OC)Cl methyl 1-(but-2-yn-1-yl)-6-chloro-1H-pyrrolo[2,3-B]pyridine-4-carboxylate